6-methyl-7-(trifluoromethyl)pyrazolo[1,5-a]pyrimidine CC=1C=NC=2N(C1C(F)(F)F)N=CC2